C(C)(C)(C)OC(=O)N1C[C@H]([C@H](CC1)N)F (3r,4s)-4-amino-3-fluoro-piperidine-1-carboxylic acid tert-butyl ester